2-(1-(3-tert-butylphenyl)vinyl)-10H-phenothiazine C(C)(C)(C)C=1C=C(C=CC1)C(=C)C1=CC=2NC3=CC=CC=C3SC2C=C1